Cl.N1C[C@@H](CC1)NC=1C=2C=CC=NC2C(=CC1)C(F)(F)F (R)-N-(pyrrolidin-3-yl)-8-(trifluoromethyl)quinolin-5-amine hydrochloride